FC1C2C(N(C1)C(=O)OC(C)(C)C)CCN2C(=O)OCC2=CC=CC=C2 4-benzyl 1-tert-butyl 3-fluorotetrahydropyrrolo[3,2-b]pyrrole-1,4(2H,5H)-dicarboxylate